barium borate B([O-])([O-])[O-].[Ba+2].B([O-])([O-])[O-].[Ba+2].[Ba+2]